NC=1C=C(C=C(C1)C(F)(F)F)[C@@H](C)NC=1C2=C(N=C(N1)C)N=C(C(=C2)C2CCOCC2)OC (R)-N-(1-(3-amino-5-(trifluoromethyl)phenyl)ethyl)-7-methoxy-2-methyl-6-(tetrahydro-2H-pyran-4-yl)pyrido[2,3-d]pyrimidin-4-amine